C(C)(C)(C)[Si](OCCOC(C)(C)C1=C(OC2=NC=CC=C2NC(=O)NC2=CC=C(C=C2)OC(F)(F)F)C=CC=C1)(C)C 1-[2-(2-{1-[2-(tert-butyl-dimethyl-silanyloxy)-ethoxy]-1-methyl-ethyl}-phenoxy)-pyridin-3-yl]-3-(4-trifluoromethoxy-phenyl)-urea